FC=1C=CC=C2[C@H](CCOC12)NC(=O)NC1=NN(C=C1)C1=CC(=CC=C1)F 1-[(4S)-8-fluorochroman-4-yl]-3-[1-(3-fluorophenyl)pyrazol-3-yl]urea